C(CCC)C1(C=CC(O1)=O)CC 5-butyl-5-ethylfuran-2-one